N-[(6-Amino-2-pyridyl)sulfonyl]-6-(6-methyl-3-pyridyl)-2-(2,4,6-trimethylphenoxy)pyridin-3-carboxamid NC1=CC=CC(=N1)S(=O)(=O)NC(=O)C=1C(=NC(=CC1)C=1C=NC(=CC1)C)OC1=C(C=C(C=C1C)C)C